COC1CCC(CC1)NC1=NC(=CC(=C1)CN1CCOCC1)NC=1SC(=CN1)C=1OC(=NN1)C1=CC=CC=C1 N2-((1R,4R)-4-methoxycyclohexyl)-4-(morpholinomethyl)-N6-(5-(5-phenyl-1,3,4-oxadiazol-2-yl)thiazol-2-yl)pyridin-2,6-diamine